N-(3-hydroxy-4-methoxyphenyl)-8-(3-methoxyphenyl)-2,2-dimethyl-2H-chromen-6-carboxamide OC=1C=C(C=CC1OC)NC(=O)C=1C=C2C=CC(OC2=C(C1)C1=CC(=CC=C1)OC)(C)C